(2E)-3-[4-BROMO-2-(PIPERIDIN-1-YL)PHENYL]PROP-2-ENOIC ACID BrC1=CC(=C(C=C1)/C=C/C(=O)O)N1CCCCC1